N-(2-morpholinopyridin-4-yl)-5,6,7,8-tetrahydro-2,6-naphthyridin-3-amine O1CCN(CC1)C1=NC=CC(=C1)NC=1N=CC=2CCNCC2C1